3-(1,4-dimethyl-1H-benzo[d][1,2,3]triazol-5-yl)-3-(3-(((S)-2-ethyl-2,3-dihydro-[1,4]oxazepino[7,6-g]quinolin-4(5H)-yl)methyl)-4-methylphenyl)-2,2-dimethylpropanoic acid methyl ester COC(C(C(C1=CC(=C(C=C1)C)CN1C[C@@H](OC2=CC=3C=CC=NC3C=C2C1)CC)C1=C(C2=C(N(N=N2)C)C=C1)C)(C)C)=O